(3R)-5-hydroxy-3-[2-({[(1H-indol-6-yl)methyl]amino}methyl)-1H-indol-3-yl]-2,3-dihydro-1H-isoindol-1-one OC=1C=C2[C@@H](NC(C2=CC1)=O)C1=C(NC2=CC=CC=C12)CNCC1=CC=C2C=CNC2=C1